C1(CC1)CN(C(C1=CC=C(C=C1)F)=O)C=1C(=C(C(=O)N)C=CC1)F 3-[N-(cyclopropylmethyl)-4-fluorobenzamido]-2-fluorobenzamide